CC1(COC1)C(=O)N 3-methyl-3-oxetanecarboxamide